C1(=CC=CC=C1)S(=O)(=O)N1C(=CC=2C1=NC=CC2C=2C(=C(N(N2)CCCO[Si](C)(C)C(C)(C)C)C(=O)OCC)C2=CC=C(C=C2)F)C2=CC=CC=C2 ethyl 5-[1-(benzenesulfonyl)-2-phenylpyrrolo[2,3-b]pyridin-4-yl]-2-{3-[(tert-butyldimethylsilyl)oxy]propyl}-4-(4-fluorophenyl)pyrazole-3-carboxylate